6-([1,1'-biphenyl]-4-yloxy)-N2-(3-ethynylphenyl)-N4-(3-fluorophenyl)-1,3,5-triAzine-2,4-diamine C1(=CC=C(C=C1)OC1=NC(=NC(=N1)NC1=CC(=CC=C1)C#C)NC1=CC(=CC=C1)F)C1=CC=CC=C1